IC=1C=CC(=C(C(=O)Cl)C1)OC 5-iodo-2-methoxybenzoyl chloride